N-tert-butyl-2-{[2-(pyridin-2-yl)-5,6,7,8-tetrahydroquinazolin-4-yl]amino}acetamide C(C)(C)(C)NC(CNC1=NC(=NC=2CCCCC12)C1=NC=CC=C1)=O